C(CCCCCCCC)SCCCCCCCCC din-nonyl sulfide